[I-].C(#N)C1=CC=[N+](C=C1)C 4-Cyano-1-methylpyridin-1-ium iodide